4-[5-(4-methylphenyl)-1-(piperidin-4-ylmethyl)pyrazolo[4,3-b]pyridin-6-yl]benzonitrile CC1=CC=C(C=C1)C1=C(C=C2C(=N1)C=NN2CC2CCNCC2)C2=CC=C(C#N)C=C2